5-fluoro-2-((4-fluoro-2-methylphenyl)amino)benzoic acid FC=1C=CC(=C(C(=O)O)C1)NC1=C(C=C(C=C1)F)C